COCC1(CN(C=2N=C(N=CC21)S(=O)C)C=2SC=CN2)C 2-(5-(methoxymethyl)-5-methyl-2-(methylsulfinyl)-5,6-dihydropyrrolo[2,3-d]pyrimidin-7-yl)thiazole